O=C(C(=O)O)CCSC alpha-Keto-gamma-(methylthio)butyric acid